tert-Butyl ((S)-3-(3-((2-Amino-2-oxoethyl)sulfonyl)phenoxy)-2-hydroxypropyl)((R)-8-(quinolin-3-ylsulfonyl)-1-oxa-8-azaspiro[4.5]decan-3-yl)carbamate NC(CS(=O)(=O)C=1C=C(OC[C@H](CN(C(OC(C)(C)C)=O)[C@H]2COC3(C2)CCN(CC3)S(=O)(=O)C=3C=NC2=CC=CC=C2C3)O)C=CC1)=O